monopotassium hydrogen hypophosphite [PH2](=O)O.[K]